ClC1=C(C=C(C=C1)C=1C=NN(C1)C1=C(C(=NN1C)OS(=O)(=O)C(C(F)(F)F)(C(F)(F)F)F)C(F)(F)F)C(NC1(CC1)CC#N)=O [5-[4-[4-chloro-3-[[1-(cyanomethyl)cyclopropyl]carbamoyl]phenyl]pyrazol-1-yl]-1-methyl-4-(trifluoromethyl)pyrazol-3-yl]1,1,1,2,3,3,3-heptafluoropropane-2-sulfonate